N[C@@H](CC[C@H]1O[C@@H]([C@@H]([C@@H]([C@H]1O)O)O)CO)[C@@H]([C@@H](CCCCCCCCCCCCCC)O)O (2R,3R,4R,5R,6R)-2-((3S,4S,5R)-3-amino-4,5-dihydroxynonadecyl)-6-(hydroxymethyl)tetrahydro-2H-pyran-3,4,5-triol